iron (III) tris(2-pyridylmethyl)amine N1=C(C=CC=C1)CN(CC1=NC=CC=C1)CC1=NC=CC=C1.[Fe+3]